C(C)(C)(C)OC(=O)NCCCCCCN1N=C(C2=CC=C(C=C12)C(=O)O)C 1-(6-((tert-butoxycarbonyl)amino)hexyl)-3-methyl-1H-indazole-6-carboxylic acid